(3S)-N-{1-[2-cyano-4-(trifluoromethyl)phenyl]-4-{2'-ethoxy-[2,3'-bipyridin]-5-yl}piperidin-4-yl}-1-methylpyrrolidine-3-carboxamide C(#N)C1=C(C=CC(=C1)C(F)(F)F)N1CCC(CC1)(C=1C=CC(=NC1)C=1C(=NC=CC1)OCC)NC(=O)[C@@H]1CN(CC1)C